FC1=CC=C(C=C1)C1=NC(=NC=C1)N1CCC(CC1)(C(=O)O)OC 1-(4-(4-fluorophenyl)pyrimidin-2-yl)-4-methoxypiperidine-4-carboxylic acid